methyl 2-(2,5-dihydroxy-4-(4-hydroxy-2-(methoxycarbonyl)phenylaminocarbonyl)benzamido)-5-hydroxybenzoate OC1=C(C(=O)NC2=C(C(=O)OC)C=C(C=C2)O)C=C(C(=C1)C(=O)NC1=C(C=C(C=C1)O)C(=O)OC)O